(±)-(1S,3R,5R,6S)-isopropyl 5-((6-(3-methyl-4-(((tetrahydro-2H-pyran-2-yl)oxy) methyl)isoxazol-5-yl)pyridin-3-yl)oxy)bicyclo[4.1.0]heptane-3-carboxylate CC1=NOC(=C1CO[C@H]1OCCCC1)C1=CC=C(C=N1)O[C@@H]1C[C@@H](C[C@@H]2C[C@H]12)C(=O)OC(C)C |&1:8|